ClC=1C=CC2=C(N(C3=C(OC2)C=CC=C3)CCCCN(C/C=C/C(=O)OC)C)C1 Methyl (E)-4-[4-(3-chlorodibenzo[b,e][1,4]oxazepin-5(11H)-yl)butyl-methyl-amino]but-2-enoate